3-(4-isobutylphenyl)-2-methylbutan-2-ol C(C(C)C)C1=CC=C(C=C1)C(C(C)(O)C)C